lanthanum oxide platinum [Pt+2].[O-2].[La+3]